pyridine-2,5,6(4H)-tricarboxylic acid 5-tert-butyl ester 2,6-dimethyl ester COC(=O)C1=NC(=C(CC1)C(=O)OC(C)(C)C)C(=O)OC